O1CC(CC1)NC1NCC2=CC=CC=C12 ((tetrahydrofuran-3-yl)amino)isoindolin